OC[C@H]1NCCC1 (S)-(+)-2-(hydroxymethyl)-pyrrolidine